C(C)(C)(C)OC(=O)N[C@H]1C[C@H](CCC1)C(=O)NNC1=CC(=C(C=N1)C(=O)OC)OC methyl 6-[2-[(1S,3R)-3-(tert-butoxycarbonylamino)cyclohexanecarbonyl] hydrazino]-4-methoxy-pyridine-3-carboxylate